2-(2-chloro-3-fluoro-pyridine-4-carbonyl)-3-[(4-methoxyphenyl)methyl-amino]-prop-2-enoic acid ethyl ester C(C)OC(C(=CNCC1=CC=C(C=C1)OC)C(=O)C1=C(C(=NC=C1)Cl)F)=O